N-(6-(7-ethoxy-5-ethyl-6-fluoro-1H-indazol-4-yl)imidazo[1,2-a]pyridin-2-yl)-2-fluorocyclopropane-1-carboxamide C(C)OC=1C(=C(C(=C2C=NNC12)C=1C=CC=2N(C1)C=C(N2)NC(=O)C2C(C2)F)CC)F